NC1=NC=NN2C1=C(C=C2C=2C=CC(=C(C(=O)NCCC(C(F)(F)F)(C1=CC=CC=C1)O)C2)F)C(F)(F)F 5-[4-amino-5-(trifluoromethyl)pyrrolo[2,1-f][1,2,4]triazin-7-yl]-2-fluoro-N-(4,4,4-trifluoro-3-hydroxy-3-phenylbutyl)benzamide